CN(C1=CC(=C(C=C1)N=NC1=CC=CC=C1)C)C 4-(dimethylamino)-2-methyl-azobenzene